C1(CCCCC1)P(C1=C(C=CC=C1)C1=C(C=C(C=C1C(C)C)C(C)C)C(C)C)C1CCCCC1 dicyclohexyl-[2',4',6'-tris(propan-2-yl)biphenyl-2-yl]phosphane